4-(3-benzyloxy-4-nitro-phenyl)-6-oxo-2,3-dihydropyridine-1-carboxylic acid tert-butyl ester C(C)(C)(C)OC(=O)N1CCC(=CC1=O)C1=CC(=C(C=C1)[N+](=O)[O-])OCC1=CC=CC=C1